C1(=CC=CC=C1)C=1C=C2C=C(C=NC2=NC1C1=CC=CC=C1)NC(=O)NCC(CC)O 1-(6,7-Diphenyl-1,8-naphthyridin-3-yl)-3-(2-hydroxybutyl)urea